[3-fluoro-4-(propan-2-yloxy)phenyl]boronic acid FC=1C=C(C=CC1OC(C)C)B(O)O